N-(8-fluoro-2-methylimidazo[1,2-a]pyridin-6-yl)-5-((3'S,4'R)-4'-fluoro-[1,3'-bipyrrolidin]-1'-yl)pyrazine-2-carboxamide FC=1C=2N(C=C(C1)NC(=O)C1=NC=C(N=C1)N1C[C@@H]([C@@H](C1)F)N1CCCC1)C=C(N2)C